C(CCCCCCCCC)(=O)OCC(CO)O 2,3-dihydroxyprop-1-yl decanoate